tert-butyl (2-(4-(5-(8-methyl-[1,2,4]triazolo[1,5-a]pyridin-6-yl)-4-(2,2,2-trifluoroethyl)-1-((2-(trimethylsilyl)ethoxy)methyl)-1H-pyrazol-3-yl)phenyl) propan-2-yl)carbamate CC=1C=2N(C=C(C1)C1=C(C(=NN1COCC[Si](C)(C)C)C1=CC=C(C=C1)C(C)(C)NC(OC(C)(C)C)=O)CC(F)(F)F)N=CN2